O=C1CCC(O1)COC=O.NC1=NC=CC2=CC(=CC=C12)CNC([C@H](CC1=CC(=C(C=C1)F)F)NC(CN1[C@@H](CCC[C@@H]1C)C)=O)=O (2S)-N-[(1-Aminoisoquinolin-6-yl)methyl]-3-(3,4-difluorophenyl)-2-{2-[(2R,6S)-2,6-dimethylpiperidin-1-yl]acetamido}propionamide (5-oxotetrahydrofuran-2-yl)methyl-Formate